C1(=CC(=CC=C1)C1=NC2=C3N=C(C=CC3=CC=C2C=C1)C1=CC=CC=C1)C1=NC2=C3N=C(C=CC3=CC=C2C=C1)C1=CC=CC=C1 2,2'-(1,3-phenylene)bis(9-phenyl-1,10-phenanthroline)